1-(4-piperidinyl)piperidine hydrochloride Cl.N1CCC(CC1)N1CCCCC1